(2R)-2-(3-{5-chloro-2-[(oxan-4-yl)amino]pyridin-4-yl}-5-oxo-5H,6H,7H-pyrrolo[3,4-b]pyridin-6-yl)-N-[(1S)-2-hydroxy-1-(3-methylphenyl)ethyl]propanamide ClC=1C(=CC(=NC1)NC1CCOCC1)C=1C=C2C(=NC1)CN(C2=O)[C@@H](C(=O)N[C@H](CO)C2=CC(=CC=C2)C)C